C(C)C1N(C2=C(NC1)NC(C(=C2)C(=O)[O-])=O)O Ethyl-hydroxy-6-oxo-5H-pyrido[2,3-b]piperazine-7-carboxylate